((2-(trimethyl-silyl)ethoxy)methyl)-1H-imidazole-2-carbaldehyde C[Si](CCOCN1C(=NC=C1)C=O)(C)C